trans-(1-((6-(Aminomethyl)pyridin-2-yl)sulfonyl)-5-phenylpiperidin-3-yl)(1,1-dioxidothiomorpholino)methanone 2,2,2-trifluoroacetate FC(C(=O)O)(F)F.NCC1=CC=CC(=N1)S(=O)(=O)N1C[C@H](C[C@@H](C1)C1=CC=CC=C1)C(=O)N1CCS(CC1)(=O)=O